allyl-dioctyl-sulfosuccinic acid C(C=C)C(C(=O)O)(C(C(=O)O)(CCCCCCCC)CCCCCCCC)S(=O)(=O)O